trisEthyl-boron C(C)B(CC)CC